F\C(=C/C1=CC=C(C(=C1N1C[C@@H](CCC1)CNC(OC(C)(C)C)=O)C(F)(F)F)OC1=CC=CC=C1)\B1OC(C(O1)(C)C)(C)C tert-butyl (S,Z)-((1-(6-(2-fluoro-2-(4,4,5,5-tetramethyl-1,3,2-dioxaborolan-2-yl)vinyl)-3-phenoxy-2-(trifluoromethyl)phenyl)piperidin-3-yl)methyl)carbamate